FC1=C(C(=CC(=C1)C=1N(C=C(N1)C(F)(F)F)C)F)CN (2,6-difluoro-4-(1-methyl-4-(trifluoromethyl)-1H-imidazol-2-yl)phenyl)methylamine